N12N=CC=3C(NCCOC4=C(CNC(=NC31)C=C2)C=CC=C4)=O 6,7,13,14-tetrahydro-1,15-ethenopyrazolo[4,3-f][1,4,8,10]benzoxatriazacyclotridecin-4(5H)-one